ClC1=CC=C(C=C1)CNC(=O)C1=C(N=C(S1)N(CC1CCOCC1)C)C(C)C N-[(4-Chlorophenyl)-methyl]-4-isopropyl-2-[methyl-(tetrahydro-pyran-4-yl-methyl)-amino]-thiazole-5-carboxylic acid amide